(2S,3R,4R)-1-acetyl-4-((4-cyanophenyl)amino)-2-cyclopropyl-N-(2-(dimethylamino)ethyl)-3-methyl-1,2,3,4-tetrahydroquinoline-6-carboxamide C(C)(=O)N1[C@H]([C@@H]([C@H](C2=CC(=CC=C12)C(=O)NCCN(C)C)NC1=CC=C(C=C1)C#N)C)C1CC1